N1=CN=C2NC=NC2=C1C=1C(=NC=CC1)NC=1C=C(C=CC1C)NC(C1=NC=CC(=C1C)C(F)(F)F)=O N-(3-((3-(9H-purin-6-yl)pyridin-2-yl)amino)-4-methylphenyl)-3-methyl-4-(trifluoromethyl)picolinamide